6-(2-(3-(tert-butyl)phenyl)acetyl)-2-(1-phenylcyclopropyl)-3,5,6,7,8,9-hexahydro-4H-pyrimido[5,4-c]azepin-4-one C(C)(C)(C)C=1C=C(C=CC1)CC(=O)N1CC2=C(CCC1)N=C(NC2=O)C2(CC2)C2=CC=CC=C2